Cl.COC(=O)C1(CNC1)C.C(C)NCC(=O)NC1=CC=C(C=C1)C#CC#CC1=CC=CC=C1 2-(ethylamino)-N-[4-(4-phenylbuta-1,3-diynyl)phenyl]acetamide methyl-3-methylazetidine-3-carboxylate hydrochloride